O.S(=O)(=O)(O)O.CC1N(CC1NC)C=1C=2N(C3=C(N1)N=CC(=C3)Br)C=NN2 methyl-1-(8-bromopyrido[2,3-e][1,2,4]triazolo[4,3-a]pyrazin-4-yl)-N-methylazetidin-3-amine sulfate salt hydrate